COC1(COC1)C#CC1=CC2=C(OC[C@@H](C(N2C)=O)NC(C2=NC=CC(=C2)OC2=CC=CC=C2)=O)C=C1 (S)-N-(7-((3-Methoxyoxetan-3-yl)ethynyl)-5-methyl-4-oxo-2,3,4,5-tetrahydrobenzo[b][1,4]oxazepin-3-yl)-4-phenoxypicolinamid